C(C)(=O)C1=C(NC2=C(C=CC(=C2C1=O)Cl)Br)S(=O)CC=1C=NC(=CC1)N 3-acetyl-2-(((6-aminopyridin-3-yl)methyl)sulfinyl)-8-bromo-5-chloroquinolin-4(1H)-one